methyl ((1r,3r)-3-(9-(1-isopropyl-1H-indazol-5-yl)-4-methyl-8-(1-methyl-1H-pyrazol-4-yl)-2-oxo-2,3,4,7-tetrahydro-1H-pyrrolo[3',2':5,6]pyrido[4,3-d]pyrimidin-1-yl)cyclobutyl)carbamate C(C)(C)N1N=CC2=CC(=CC=C12)C1=C(NC2=C1C=1N(C(NC(C1C=N2)C)=O)C2CC(C2)NC(OC)=O)C=2C=NN(C2)C